7H-Pyrrolo[2,3-d]pyrimidin-4-amine N1=CN=C(C2=C1NC=C2)N